(R)-N-((S)-1'-(7-bromo-2-((2,3-dichlorophenyl)thio)-5H-pyrrolo[2,3-b]pyrazin-6-yl)-1,3-dihydrospiro[indene-2,4'-piperidin]-1-yl)-2-methylpropane-2-sulfinamide BrC1=C(NC2=NC=C(N=C21)SC2=C(C(=CC=C2)Cl)Cl)N2CCC1(CC2)[C@@H](C2=CC=CC=C2C1)N[S@](=O)C(C)(C)C